(3R)-4-[5-fluoro-2-(1-fluoro-3-methyl-6-{1-[(1S)-1-(oxan-4-yl)ethyl]azetidin-3-yl}imidazo[1,5-a]pyridin-8-yl)benzoyl]-3-methylmorpholine FC=1C=CC(=C(C(=O)N2[C@@H](COCC2)C)C1)C=1C=2N(C=C(C1)C1CN(C1)[C@@H](C)C1CCOCC1)C(=NC2F)C